3-fluoro-4-(7-methyl-2-((2S,6R)-2-methyl-6-(1-methyl-1H-pyrazol-4-yl)morpholino)-8-oxo-6-(trifluoromethyl)-7,8-dihydropyrimido[5,4-d]pyrimidin-4-yl)benzonitrile FC=1C=C(C#N)C=CC1C=1C2=C(N=C(N1)N1C[C@@H](O[C@@H](C1)C=1C=NN(C1)C)C)C(N(C(=N2)C(F)(F)F)C)=O